2-{3-[(7-{8-methyl-1H,2H,3H-pyrido[2,3-b][1,4]oxazin-7-yl}-5H,6H,7H,8H-pyrido[3,4-d]pyrimidin-2-yl)amino]phenyl}propan-2-ol CC1=C(C=NC=2OCCNC21)N2CC=1N=C(N=CC1CC2)NC=2C=C(C=CC2)C(C)(C)O